BrC=1C=CC=2N(C3=CC=C(C=C3OC2C1)C1CC2CCNC2CC1)CCN1CCOCC1 3-bromo-10-[2-(morpholin-4-yl)ethyl]-7-(octahydro-1H-indol-5-yl)phenoxazine